2,4-diamino-2-methyl-4-oxobutyric acid NC(C(=O)O)(CC(=O)N)C